methyl 4-(1'-((5-((4-(acetamidomethyl)piperidin-1-yl)methyl)-3',5'-dichloro-[1,1-biphenyl]-3-yl)methyl)-[4,4'-bipiperidin]-1-yl)butanoate C(C)(=O)NCC1CCN(CC1)CC=1C=C(C=C(C1)C1=CC(=CC(=C1)Cl)Cl)CN1CCC(CC1)C1CCN(CC1)CCCC(=O)OC